(5s,5'S)-5,5'-(((((2,2'-dichloro-[1,1'-biphenyl]-3,3'-diyl)bis(2-methoxypyridine-6,3-diyl))bis(methylene))bis(azanediyl))bis(methylene))bis(pyrrolidin-2-one) ClC1=C(C=CC=C1C1=CC=C(C(=N1)OC)CNC[C@@H]1CCC(N1)=O)C1=C(C(=CC=C1)C1=CC=C(C(=N1)OC)CNC[C@@H]1CCC(N1)=O)Cl